2',3-dichloro-4-(1-(3,5-difluoropyridin-2-yl)ethoxy)-5',6-dimethyl-2H-[1,4'-bipyridin]-2-one ClC1=NC=C(C(=C1)N1C(C(=C(C=C1C)OC(C)C1=NC=C(C=C1F)F)Cl)=O)C